ClC1=CC=C(C=C1)C=1N=C2N(C=CC=C2)C1CN1[C@H]2CN([C@@H](C1)CC2)C(=O)C2=NC(=CC=C2)OC (+)-[(1R,4R)-5-{[2-(4-Chlorophenyl)imidazo[1,2-a]-pyridin-3-yl]methyl}-2,5-diazabicyclo[2.2.2]oct-2-yl](6-methoxypyridin-2-yl)methanon